IC=1C=C(C=CC1)S(=O)(=O)C1=CC=C(C=C1)NC(=O)NCC=1C=NNC1 1-[4-(3-Iodo-benzenesulfonyl)-phenyl]-3-(1H-pyrazol-4-ylmethyl)-urea